tri(2-t-butyl-4-methoxyphenyl) phosphite P(OC1=C(C=C(C=C1)OC)C(C)(C)C)(OC1=C(C=C(C=C1)OC)C(C)(C)C)OC1=C(C=C(C=C1)OC)C(C)(C)C